rac-3-(4-methoxy-2-methylpyrrolidin-2-yl)-5-(piperidin-1-ylmethyl)-5,6-dihydro-1,4,2-dioxazine COC1CC(NC1)(C)C1=NOCC(O1)CN1CCCCC1